Perhydrodiphenylmethane C1(CCCCC1)CC1CCCCC1